C(C)(C)(C)OC(=O)N1CCC(CC1)N1C=C(C=2C1=NC=C(C2)F)C(=O)O 1-[1-(tert-butoxycarbonyl)piperidin-4-yl]-5-fluoropyrrolo[2,3-b]pyridine-3-carboxylic acid